COC1=NC=C(C(=N1)OC)C=1C=C(C=2N(N1)C=CN2)N2C1CC(C2)C1 2-(6-(2,4-dimethoxypyrimidin-5-yl)imidazo[1,2-b]pyridazin-8-yl)-2-azabicyclo[2.1.1]hexane